FC1(CCN(CCC1)CC1=CC(=C2CN(C(C2=C1)=O)C1=CC(=CC=C1)C1(COC1)CC1=NN=CN1C)C(F)(F)F)F 6-((4,4-difluoroazepan-1-yl)methyl)-2-(3-(3-((4-methyl-4H-1,2,4-triazol-3-yl)methyl)oxetan-3-yl)phenyl)-4-(trifluoromethyl)isoindolin-1-one